Methyl-{[1-(4-chloro-2-fluorophenyl)-5-(2,4-difluorophenyl)-1H-1,2,4-triazole-3-yl] oxy} acetate C(C)(=O)OOC1=NN(C(=N1)C1=C(C(=C(C=C1)F)C)F)C1=C(C=C(C=C1)Cl)F